bromoacetic acid tert-butyl ester C(C)(C)(C)OC(CBr)=O